C(C)(=O)NC1=C(C2=CC=CC=C2C=C1)[N+](=O)[O-] N-acetyl-1-nitro-2-naphthylamine